1-[(2R,4S)-4-[4-amino-3-[2-(6-chloro-1,2-dimethyl-1,3-benzodiazol-5-yl)ethynyl]pyrazolo[3,4-d]pyrimidin-1-yl]-2-(methoxymethyl)pyrrolidin-1-yl]prop-2-en-1-one NC1=C2C(=NC=N1)N(N=C2C#CC2=CC1=C(N(C(=N1)C)C)C=C2Cl)[C@H]2C[C@@H](N(C2)C(C=C)=O)COC